C(C)[C@]1(C(OCC=2C(N(C=CC21)CC=2N1C3=C(C=C(C=C3C(C2I)=C=O)F)CC1)=O)=O)O (S)-4-ethyl-7-((8-fluoro-5-iodo-6-carbonyl-1,2-dihydro-6H-pyrrolo[3,2,1-ij]quinolin-4-yl)methyl)-4-hydroxy-1,7-dihydro-3H-pyrano[3,4-c]pyridine-3,8(4H)-dione